C(C1=CC=CC=C1)NC1=NC=NN2C1=CC=C2 N-benzylpyrrolo[2,1-f][1,2,4]triazin-4-amine